fluoropropenyl carbonate C(OC=CCF)([O-])=O